4-[(1R)-1-(5-fluoro-2-pyridyl)ethoxy]-6-[5-nitro-1-(4-piperidyl)pyrazol-4-yl]pyrazolo[1,5-a]pyridine-3-carbonitrile FC=1C=CC(=NC1)[C@@H](C)OC=1C=2N(C=C(C1)C=1C=NN(C1[N+](=O)[O-])C1CCNCC1)N=CC2C#N